N1=CC(=C2N1C=CN=C2)COC2=C(C=O)C=CN=C2 3-(pyrazolo[1,5-a]pyrazin-3-ylmethoxy)isonicotinaldehyde